tert-butyl 4-[3-[2-[5-methoxy-N-methyl-4-[[4-(1-methylindol-3-yl)pyrimidin-2-yl]amino]-2-nitro-anilino]ethylmethyl-amino]propyl]piperazine-1-carboxylate COC=1C(=CC(=C(N(C)CCN(CCCN2CCN(CC2)C(=O)OC(C)(C)C)C)C1)[N+](=O)[O-])NC1=NC=CC(=N1)C1=CN(C2=CC=CC=C12)C